N[C@@H](CS)C(=O)N[C@@H](CC1=CC=C(C=C1)O)C(=O)N[C@@H]([C@@H](C)CC)C(=O)N[C@@H](CCC(=O)O)C(=O)N[C@@H](CC(N)=O)C(=O)N[C@@H](CS)C(=O)N1[C@@H](CCC1)C(=O)N[C@@H](CC(C)C)C(=O)NCC(=O)N L-cysteinyl-L-tyrosyl-L-isoleucyl-L-glutamyl-L-asparaginyl-L-cysteinyl-L-prolyl-L-leucylglycinamide